(1S,2S)-2-(3-chlorophenyl)-N-(4-(((6-cyclopropyl-8-(4-cyclopropylpiperazin-1-yl)imidazo[1,2-a]pyridin-2-yl)methyl)amino)pyridin-2-yl)cyclopropane-1-carboxamide ClC=1C=C(C=CC1)[C@@H]1[C@H](C1)C(=O)NC1=NC=CC(=C1)NCC=1N=C2N(C=C(C=C2N2CCN(CC2)C2CC2)C2CC2)C1